2-[4-(2-hydroxypropyl)-7,10-bis(2-oxido-2-oxoethyl)-1,4,7,10-tetrazacyclododec-1-yl]acetat OC(CN1CCN(CCN(CCN(CC1)CC(=O)[O-])CC([O-])=O)CC(=O)[O-])C